N-(3-(tert-butyl)-5-(1-phenylvinyl)-[1,1'-biphenyl]-4-yl)-4-tert-butylbenzamide C(C)(C)(C)C=1C=C(C=C(C1NC(C1=CC=C(C=C1)C(C)(C)C)=O)C(=C)C1=CC=CC=C1)C1=CC=CC=C1